benzyl (3R,4S)-3-{[(2-{5-[(3-ethoxy-5-fluoropyridin-2-yl)oxy]pyridin-3-yl}pyrimidin-5-yl)carbonyl]amino}-4-fluoropiperidine-1-carboxylate C(C)OC=1C(=NC=C(C1)F)OC=1C=C(C=NC1)C1=NC=C(C=N1)C(=O)N[C@@H]1CN(CC[C@@H]1F)C(=O)OCC1=CC=CC=C1